2-(imidazo[1,2-a]pyridin-8-ylmethoxy)-5-methylbenzaldehyde N=1C=CN2C1C(=CC=C2)COC2=C(C=O)C=C(C=C2)C